CC1=C(C=CC(=N1)C(=O)OC)N1CCC2(OCCO2)CC1 methyl 6-methyl-5-(1,4-dioxa-8-azaspiro[4.5]decan-8-yl)picolinate